IC1=C(CO)C=CC(=C1)I 2,4-diiodobenzyl alcohol